C(=O)[O-].[Cu+2].C(CCCCCCC)N.C(CCCCCCC)N.C(=O)[O-] Bis(octylamine) copper (II) formate